[Cl-].CC1=C(C(=CC=C1)C)NC(=O)C1[N+](CCCC1)(C)C 2-(2,6-dimethylphenylcarbamoyl)-1,1-dimethylpiperidinium chloride